N=1N(N=CC1)C=1C(=NC=CN1)C(C)=O 1-[3-(triazol-2-yl)pyrazin-2-yl]ethanone